(S)-1-amino-4-(4-((4-(trifluoromethyl)pyridin-2-yl)carbamoyl)phenyl)-2-(piperidin-2-yl)-1H-imidazole-5-carboxamide NN1C(=NC(=C1C(=O)N)C1=CC=C(C=C1)C(NC1=NC=CC(=C1)C(F)(F)F)=O)[C@H]1NCCCC1